1-(5-(hexyloxy)pent-1-en-1-yl)-4-methoxybenzene C(CCCCC)OCCCC=CC1=CC=C(C=C1)OC